C1(CCCCCCC1)NC1=CC=CC(=N1)S(=O)(=O)NC(=O)C=1C(=NC=CC1)N1C(CC(C1)C)(C)C N-[[6-(Cyclooctylamino)-2-pyridyl]sulfonyl]-2-(2,2,4-trimethylpyrrolidin-1-yl)pyridin-3-carboxamid